3-[3-methyl-2-oxo-5-(4-piperidinyl)benzimidazol-1-yl]piperidine-2,6-dione CN1C(N(C2=C1C=C(C=C2)C2CCNCC2)C2C(NC(CC2)=O)=O)=O